NCC(CN1N=CN(C1=O)C1=NC(=CC=C1)C1=CC(=CC=C1)N1CCNCC1)=C(F)F 2-[2-(aminomethyl)-3,3-difluoro-allyl]-4-[6-(3-piperazin-1-ylphenyl)-2-pyridyl]-1,2,4-triazol-3-one